ClC=1C=C(C=CC1C=1N(C2=NC=NC(=C2N1)OC1(CC1)C)CC1=NC=CC(=C1)C)N1C(CCC1)=O 1-(3-chloro-4-(6-(1-methylcyclopropoxy)-9-((4-methylpyridin-2-yl)methyl)-9H-purin-8-yl)phenyl)pyrrolidin-2-one